Cl.COC(=O)[C@@]1(CNCCC1=C(F)F)C (S)-4-(difluoromethylene)-3-methylpiperidine-3-carboxylic acid methyl ester hydrochloride